C(C)OC(CC[C@@H](C)[C@H]1CC[C@H]2[C@@H]3C(C(C4CC(CC[C@]4(C)[C@H]3CC[C@]12C)=O)CC)=O)=O 3,7-dioxo-6-ethyl-cholan-24-oic acid ethyl ester